C(C)(C)(C)OC(NC1(CCN(CC1)C1=NC=C(N=C1)Br)C)=O (1-(5-bromopyrazin-2-yl)-4-methylpiperidin-4-yl)carbamic acid tert-butyl ester